2-oxotetrahydro-2H-pyrano[3,4-d]oxazole-3,6(6H)-dicarboxylate O=C1OC2C(N1C(=O)[O-])COC(C2)C(=O)[O-]